(3S,4R,5R)-1-(((1s,4S)-4-isopropylcyclohexyl)methyl)piperidine-3,4,5-triol C(C)(C)C1CCC(CC1)CN1C[C@@H](C([C@@H](C1)O)O)O